1,1-Dimethylpyrrolidinium C[N+]1(CCCC1)C